OC1=C(C2=CC=CC=C2C=C1)C=O hydroxy-1-naphthoaldehyde